(±)-3-chloro-N-(3,4-dichlorophenyl)-6,7,8,9-tetrahydro-5H-6,9-epiminocyclohepta[c]pyridine-10-carboxamide ClC1=CC2=C(C=N1)C1CCC(C2)N1C(=O)NC1=CC(=C(C=C1)Cl)Cl